ClC1=C(C=NN(C1=O)C)N[C@@H]1C[C@@H](CN(C1)C)C1=CC=C(C(=O)N2CCC3(CC2)CCN(CC3)C3=CC(=C(C=C3)C3C(NC(CC3)=O)=O)OC(F)(F)F)C=C1 3-[4-[3-[4-[(3R,5R)-5-[(5-chloro-1-methyl-6-oxo-pyridazin-4-yl)amino]-1-methyl-3-piperidyl]benzoyl]-3,9-diazaspiro[5.5]undecan-9-yl]-2-(trifluoromethoxy)phenyl]piperidine-2,6-dione